NC1=C(C(=NC(=N1)S(=O)(=O)C)C#N)C1=C(C(=CC=C1)Cl)Cl 6-amino-5-(2,3-dichloro-phenyl)-2-methanesulfonyl-pyrimidine-4-carbonitrile